O1CCC2=C1C(=CC=C2)S 2,3-dihydrobenzofuran-7-thiol